tert-butyl (S)-4-((6-((2-(5-hydroxy-1-methyl-1H-pyrazol-4-yl)pyrimidin-4-yl)amino)-4-((4-hydroxybutan-2-yl)oxy)pyridin-3-yl)ethynyl)piperidine-1-carboxylate OC1=C(C=NN1C)C1=NC=CC(=N1)NC1=CC(=C(C=N1)C#CC1CCN(CC1)C(=O)OC(C)(C)C)O[C@@H](C)CCO